N1=C(C=CC=2C(=CC=CC12)S(=O)(=O)O)C1=NC2=CC=CC=C2C=C1 biquinoline-5-sulfonic acid